BrC1=C2C(=CCCC2=CC=C1)C 5-bromo-4-methyl-1,2-dihydronaphthalene